C(C=1C(C(=O)O)=CC(C(=O)O)=CC1)(=O)O.C(#N)CCN1C(=NC(=C1)C)CC 1-(2-cyanoethyl)-2-ethyl-4-methylimidazole trimellitate